(2E)-N-{3-[2-(4-chloro-3-fluorophenoxy)acetylamino]bicyclo[1.1.1]pentan-1-yl}-3-(4-methoxyphenyl)prop-2-enamide ClC1=C(C=C(OCC(=O)NC23CC(C2)(C3)NC(\C=C\C3=CC=C(C=C3)OC)=O)C=C1)F